ethyl (Z)-3-[(3,4-dimethyl-5-oxo-2H-furan-2-yl)oxy]-2-(3,4,5-trimethylpyrazol-1-yl)prop-2-enoate CC=1C(OC(C1C)=O)O\C=C(\C(=O)OCC)/N1N=C(C(=C1C)C)C